CC(C=O)CCCCCCC 2-methyl-1-nonanal